2-((3-((1-(4-(trifluoromethyl)phenyl)cyclobutoxy)carbonyl)but-3-enoyl)oxy)acetic acid FC(C1=CC=C(C=C1)C1(CCC1)OC(=O)C(CC(=O)OCC(=O)O)=C)(F)F